C(CCCCCCCCC\C=C/C\C=C/CCCCC)OCC(COCCCCCCCC)N(C)C 1-[(11Z,14Z)-eicosan-11,14-dien-1-yloxy]-N,N-dimethyl-3-(octyloxy)propan-2-amine